3-Hydroxy-2-oxo-6-{[5-(1H-pyrrolo[2,3-b]pyridin-3-yl)thiophen-2-yl]methyl}-1H-1,5-naphthyridine-4-carboxamide OC=1C(NC2=CC=C(N=C2C1C(=O)N)CC=1SC(=CC1)C1=CNC2=NC=CC=C21)=O